(2S,6S)-2,6-dimethyl-4-(3-nitrobenzyl)morpholine C[C@H]1CN(C[C@@H](O1)C)CC1=CC(=CC=C1)[N+](=O)[O-]